[Cl-].C(CCCCCCCCCCCCCCCC)C=1NCC[NH+]1 2-heptadecyl-4,5-dihydroimidazolium chloride